C12CN(CC(CC1)N2)C2=NC=C(C=N2)OC2=NC(=CC(=C2)CN2CCC(CC2)CC(=O)O)C2=CC(=CC(=C2)Cl)Cl 2-(1-((2-((2-(3,8-diazabicyclo[3.2.1]octan-3-yl)pyrimidin-5-yl)oxy)-6-(3,5-dichlorophenyl)pyridin-4-yl)methyl)piperidin-4-yl)acetic acid